(3aR,6aS)-5-[[6-(2-chloro-5-fluoro-phenyl)pyridazin-3-yl]oxymethyl]-2-(2-pyridylmethyl)-3,3a,4,5,6,6a-hexahydro-1H-cyclopenta[c]pyrrole ClC1=C(C=C(C=C1)F)C1=CC=C(N=N1)OCC1C[C@@H]2[C@@H](CN(C2)CC2=NC=CC=C2)C1